ClC1=CC2=C(NC3=C(C=C(C(=C23)C#N)F)N(C(OC(C)(C)C)=O)C)N=C1 tert-butyl (3-chloro-5-cyano-6-fluoro-9H-pyrido[2,3-b]indol-8-yl)(methyl)carbamate